α-methyl-yl-butyrolactone C=C1C(=O)OCC1